CC1=C(C(CC1)=O)C\C=C/CC (Z)-3-methyl-2-(pent-2-en-1-yl)cyclopent-2-enone